CS(=O)(=O)O[C@@H]1C[C@H](CC1)C1=CC(=NN1C(C)(C)C)NC(=O)OCC1=CC=CC=C1 trans-3-(3-(((benzyloxy)carbonyl)amino)-1-(tert-butyl)-1H-pyrazol-5-yl)cyclopentyl methanesulfonate